(1s,3s)-3-[5-amino-1-(2-methylprop-2-yl)pyrazol-3-yl]cyclobutyl (prop-2-ylamino)methanoate CC(C)NC(=O)OC1CC(C1)C1=NN(C(=C1)N)C(C)(C)C